tert-butyl 4-methylsulfonyloxy-piperidine-1-carboxylate CS(=O)(=O)OC1CCN(CC1)C(=O)OC(C)(C)C